6-(6-(((1R,2S,3S,5S)-2-fluoro-1,5-dimethyl-8-azabicyclo[3.2.1]octan-3-yl)oxy)-1,2,4-triazin-3-yl)isoquinolin-7-ol F[C@H]1[C@]2(CC[C@@](C[C@@H]1OC1=CN=C(N=N1)C=1C=C3C=CN=CC3=CC1O)(N2)C)C